FC1CN(CC1)C(=O)OC methyl 3-fluoropyrrolidine-1-carboxylate